CCC(CC)O (2-ethyl)propan-1-ol